3-methyl-pyridine-2-carboxylic acid methyl ester oxide COC(=O)C=1[N+](=CC=CC1C)[O-]